bis(ethylcyclopentadienyl)bis(methylamino)hafnium C(C)C1(C=CC=C1)[Hf](NC)(NC)C1(C=CC=C1)CC